C(C(C)C)N1CCC(CC1)C(=O)NC=1N=CC2=CC=C(C=C2C1)C=1SC(=NN1)C 1-isobutyl-N-(6-(5-methyl-1,3,4-thiadiazol-2-yl)isoquinolin-3-yl)piperidine-4-carboxamide